glucose penta-O-acetate C(C)(=O)O[C@@H](C=O)[C@@H](OC(C)=O)[C@H](OC(C)=O)[C@H](OC(C)=O)COC(C)=O